3-(Dimethylamino)-2,2-dimethyl-1-[(2R,5S)-2-methyl-5-phenyl-piperazin-1-yl]propan-1-one CN(CC(C(=O)N1[C@@H](CN[C@H](C1)C1=CC=CC=C1)C)(C)C)C